4-(1-(4-((3-oxa-6-azabicyclo[3.1.1]hept-6-yl)methyl)-2-chlorophenyl)-1H-imidazol-4-yl)-N-(1-(methylsulfonyl)piperidin-4-yl)-5-(trifluoromethyl)pyrimidin-2-amine C12COCC(N1CC1=CC(=C(C=C1)N1C=NC(=C1)C1=NC(=NC=C1C(F)(F)F)NC1CCN(CC1)S(=O)(=O)C)Cl)C2